benzyl (2S)-2-[(2S)-2-[(tert-butoxycarbonyl)(methyl)amino]-4-hydroxy-N-methylbutanamido]-3-methylbutanoate C(C)(C)(C)OC(=O)N([C@H](C(=O)N(C)[C@H](C(=O)OCC1=CC=CC=C1)C(C)C)CCO)C